COC=1C=NN(C1)C1=CC=C(C(=N1)NC=1C=C2CC[C@@H](C2=CC1)NC(C)=O)[N+](=O)[O-] (S)-N-(5-((6-(4-methoxy-1H-pyrazol-1-yl)-3-nitropyridin-2-yl)amino)-2,3-dihydro-1H-inden-1-yl)acetamide